8-((1-((8-oxa-3-azabicyclo[3.2.1]octan-3-yl)sulfonyl)cyclopropyl)methoxy)-N-(4-cyanobenzyl)-1-methyl-2-oxo-1,2-dihydro-1,7-naphthyridine-3-carboxamide C12CN(CC(CC1)O2)S(=O)(=O)C2(CC2)COC=2N=CC=C1C=C(C(N(C21)C)=O)C(=O)NCC2=CC=C(C=C2)C#N